5-Hydroxytryptophanal OC1=CC=C2NC=C(C[C@H](N)C=O)C2=C1